C(C1=CC=CC=C1)N1C=NC2=CC=C(C=C2C1=O)C=1C=CC2=C(N=C(S2)NC(=O)NC2=CC=C(C=C2)C)C1 1-(5-(3-benzyl-4-oxo-3,4-dihydroquinazolin-6-yl)benzo[d]thiazol-2-yl)-3-(p-tolyl)urea